(E)-4-(dimethylamino)-N-[3-[[6-(4-hydroxyphenyl)-1H-indazol-4-yl]oxy]cyclobutyl]but-2-enamide CN(C/C=C/C(=O)NC1CC(C1)OC1=C2C=NNC2=CC(=C1)C1=CC=C(C=C1)O)C